COC(=O)C1C2CCC(C1NC1=NC(=NC3=CC=CC=C13)Cl)CC2 (+/-)-trans-3-((2-chloroquinazolin-4-yl)amino)bicyclo[2.2.2]Octane-2-carboxylic acid methyl ester